C(C)(C)C1C(OC2=CC(=CC=C2C1)C1=CC=CC=C1)=O 3-isopropyl-7-phenyl-chromanone